O=C1NC(CCC1N1C(C2=CC=C(C=C2C1=O)OCCOCCN(C(OC(C)(C)C)=O)C1=CC2=C(N=C(S2)C2=CC=C(C=C2)C=2C=NC(=CC2)N(C)C)C=C1)=O)=O tert-butyl N-[2-[2-[2-[2,6-bis(oxo)piperidin-3-yl]-1,3-bis(oxo)isoindol-5-yl]-oxyethoxy]ethyl]-N-[2-[4-[6-(dimethylamino)pyridin-3-yl]phenyl]-1,3-benzothiazol-6-yl]-carbamate